7-(6-(((1R,2R,3S,5S)-2-fluoro-9-azabicyclo[3.3.1]nonan-3-yl)oxy)pyridazin-3-yl)-6-hydroxy-2-methylisoquinolin-1(2H)-one F[C@@H]1[C@H]2CCC[C@@H](C[C@@H]1OC1=CC=C(N=N1)C1=C(C=C3C=CN(C(C3=C1)=O)C)O)N2